FC=1C(=NCN(C1)C1=NC=C(C=C1)C1CCN(CC1)C)C=1C=C2C(C(=NC2=CC1)C)(C)C 5-Fluoro-N-(5-(1-methylpiperidin-4-yl)pyridin-2-yl)-4-(2,3,3-trimethyl-3H-indol-5-yl)pyrimidine